3-Dimethylaminopropyl-N'-ethyl-carbodiimide hydrochloride Cl.CN(CCCN=C=NCC)C